5-[4-[[[6-(difluoromethoxy)-2-pyridyl]amino]methyl]-2-fluoro-6-hydroxy-phenyl]-1,1-dioxo-1,2,5-thiadiazolidin-3-one FC(OC1=CC=CC(=N1)NCC1=CC(=C(C(=C1)O)N1CC(NS1(=O)=O)=O)F)F